N-(5-(3,6-diazabicyclo[3.1.1]heptan-3-yl)pyrimidin-2-yl)-5-(2-((tetrahydro-2H-pyran-4-yl)oxy)pyrimidin-4-yl)thiazol-2-amine C12CN(CC(N1)C2)C=2C=NC(=NC2)NC=2SC(=CN2)C2=NC(=NC=C2)OC2CCOCC2